(R)-2-fluoro-N-(6-methoxyisoquinolin-1-yl)-4-(5-methyl-1,3,4-thiadiazol-2-yl)-N-(piperidin-3-yl)benzamide FC1=C(C(=O)N([C@H]2CNCCC2)C2=NC=CC3=CC(=CC=C23)OC)C=CC(=C1)C=1SC(=NN1)C